6-(5-chloro-2-pyridyl)-5-hydroxy-7-oxo-6,7-dihydro-5H-pyrrolo(3,4-b)pyrazine ClC=1C=CC(=NC1)N1C(C2=NC=CN=C2C1O)=O